C1=NN=C2N1C1=C(NC2)C=NC=C1 4,5-dihydropyrido[3,4-e][1,2,4]triazolo[4,3-a]pyrazine